C1(=CC=CC=C1)C1C(C2(CCC1C2(C)C)C)(C2=C(C=C(C=C2C)B2OC(C(O2)(C)C)(C)C)C)C2=CC=CC=C2 2-(4-(diphenylbornyl)-3,5-dimethylphenyl)-4,4,5,5-tetramethyl-1,3,2-dioxaborolane